C(C(O)C)(=O)O.C1(CCCC1)N1C(C(=CC2=C1N=C(N=C2)NC2=CC=C(C=C2)N2CCN(CC2)C)C#N)=O 8-cyclopentyl-2-((4-(4-methylpiperazin-1-yl)phenyl)amino)-7-oxo-7,8-dihydropyrido[2,3-d]pyrimidine-6-carbonitrile mono-lactate